p-nitrophenyl-phosphoryl-choline [N+](=O)([O-])C1=CC=C(C=C1)P(=O)=C(O)C[N+](C)(C)C